C(C1=CC=CC=C1)N1C(OC(=C1C(F)(F)F)C1=CC=CC=C1)=O 3-benzyl-5-phenyl-4-trifluoromethyloxazol-2(3H)-one